7-(2-azaspiro[3.3]heptan-6-ylmethyl)-3-chloro-pyrrolo[2,3-c]pyridazine C1NCC12CC(C2)CN2C=CC1=C2N=NC(=C1)Cl